N-(3-chloro-5-(methylsulfonamido)phenyl)-4-(3-((3,5-difluorobenzyl)oxy)-5-fluoropyridin-2-yl)-5-methylthiophene-2-carboxamide ClC=1C=C(C=C(C1)NS(=O)(=O)C)NC(=O)C=1SC(=C(C1)C1=NC=C(C=C1OCC1=CC(=CC(=C1)F)F)F)C